C(C)(C)(C)[Si](OC=1C=C(C=CC1)N1C(N(C(CC1)=O)CC1=CC=C(C=C1)OC)=O)(C)C 1-(3-{[tert-butyldi(methyl)silyl]oxy}phenyl)-3-[(4-methoxyphenyl)methyl]-1,3-Diazinan-2,4-dione